2'-(6-amino-5-cyanopyridin-3-yl)-N-[(1R)-1-(5-fluoropyridin-3-yl)ethyl]-5',6'-dihydrospiro[azetidine-3,4'-pyrrolo[1,2-b]pyrazole]-1-carboxamide NC1=C(C=C(C=N1)C=1C=C2N(N1)CCC21CN(C1)C(=O)N[C@H](C)C=1C=NC=C(C1)F)C#N